N1=CC=C(C=C1)C1CN(C1)C(C)=O 1-[3-(4-pyridyl)azetidin-1-yl]ethanone